FC1=C(CN2[C@@H](CCC2=S)CC(=O)OC)C=CC=C1F Methyl (S)-2-(1-(2,3-difluorobenzyl)-5-thioxopyrrolidin-2-yl)acetate